(E)-azobis(isobutyronitrile) CC(C)(C#N)N=NC(C)(C)C#N